5-(4-fluorophenyl)-1-methyl-4-oxo-1,4-dihydropyridine-3-carboxamide FC1=CC=C(C=C1)C=1C(C(=CN(C1)C)C(=O)N)=O